6-Chloro-4-((2-methoxy-3-(methylcarbamoyl)phenyl)amino)nicotinamide ClC1=NC=C(C(=O)N)C(=C1)NC1=C(C(=CC=C1)C(NC)=O)OC